4-[5-(aminomethyl)pyrimidin-2-yl]-3-[2-methyl-6-(propan-2-ylamino)pyridin-4-yl]oxybenzonitrile NCC=1C=NC(=NC1)C1=C(C=C(C#N)C=C1)OC1=CC(=NC(=C1)NC(C)C)C